FC=1C=C(N)C=C(C1Br)F 3,5-difluoro-4-bromoaniline